6-Benzoyladenosine triphosphate P(O)(=O)(OP(=O)(O)OP(=O)(O)O)OC[C@@H]1[C@H]([C@H]([C@@H](O1)N1CN=C2C(N)(N=CN=C12)C(C1=CC=CC=C1)=O)O)O